3-amino-2-hydroxypropylamine NCC(CN)O